N-(1-cyano-2-(2-oxopiperidin-3-yl)ethyl)-2-(2,7-difluoro-9-hydroxy-9H-fluorene-9-carbonyl)-5,5-difluoro-2-azabicyclo[2.2.2]octane-3-carboxamide C(#N)C(CC1C(NCCC1)=O)NC(=O)C1N(C2CC(C1CC2)(F)F)C(=O)C2(C1=CC(=CC=C1C=1C=CC(=CC21)F)F)O